O1COC2=C1C=CC(=C2)[C@H](C)N2CCN(CC2)C=2SC(=CN2)C(=O)NCC (S)-2-(4-(1-(benzo[d][1,3]dioxol-5-yl)ethyl)piperazin-1-yl)-N-ethylthiazole-5-carboxamide